CC=1N=NN(N1)CC1=CC=C(C=C1)C1=C2C(=NC(=C1)NC(=O)C1CC1)NC=N2 N-(7-(4-((5-methyl-2H-tetrazol-2-yl)methyl)phenyl)-3H-imidazo[4,5-b]pyridin-5-yl)cyclopropylcarboxamide